ClC1=NC=CC=N1 chloro-pyrimidine